ClC1=NC=C(C(=N1)N(CC(=O)OCC)C12CCC(CC1)(C2)O)[N+](=O)[O-] Ethyl N-(2-chloro-5-nitropyrimidin-4-yl)-N-(4-hydroxybicyclo[2.2.1]heptan-1-yl)glycinate